5,5-didodecyl-5H-dithieno[3,2-b:2',3'-d]pyran-2,7-dicarbaldehyde C(CCCCCCCCCCC)C1(C2=C(C3=C(O1)C=C(S3)C=O)SC(=C2)C=O)CCCCCCCCCCCC